ClC=1C=CC=C2C=CC=C(C12)N1CC=2N=C(N=C(C2CC1)N(C)CC1CN(CC1)C(=O)OC(C)(C)C)OC[C@H]1N(CCC1)C tert-butyl 3-(((7-(8-chloronaphthalen-1-yl)-2-(((S)-1-methylpyrrolidin-2-yl)methoxy)-5,6,7,8-tetrahydropyrido[3,4-d]pyrimidin-4-yl)(methyl)amino)methyl)pyrrolidine-1-carboxylate